silver-gallium-indium [In].[Ga].[Ag]